C1(CC1)C=1C=CC=2N(C1)C=C(N2)CN2N=NC(=C2)C(=O)NCC2=C(C(=CC=C2SC)OC)F 1-((6-cyclopropylimidazo[1,2-a]pyridin-2-yl)methyl)-N-(2-fluoro-3-methoxy-6-(methylthio)benzyl)-1H-1,2,3-triazole-4-carboxamide